ClC=1C=NC(=NC1)C12CCN(CC2C1)C(=O)OC(C)(C)C tert-butyl 6-(5-chloropyrimidin-2-yl)-3-azabicyclo[4.1.0]heptane-3-carboxylate